(4S)-3'-[2,6-difluoro-4-(2-phenylethynyl)phenyl]-1-ethyl-1'-methyl-spiro[6,7-dihydro-5H-indazole-4,6'-hexahydropyrimidine]-2',4'-dione FC1=C(C(=CC(=C1)C#CC1=CC=CC=C1)F)N1C(N([C@@]2(CC1=O)C=1C=NN(C1CCC2)CC)C)=O